6-chloro-5'-(5-chloro-1-methyl-6-oxo-1,6-dihydropyridin-3-yl)-2'-(2,4-dimethoxyphenyl)-3'-isopropyl-3'H-spiro[indoline-3,4'-pyrrolo[3,4-d]imidazole]-2,6'(5'H)-dione ClC1=CC=C2C(=C1)NC(C21N(C(C=2N=C(N(C21)C(C)C)C2=C(C=C(C=C2)OC)OC)=O)C2=CN(C(C(=C2)Cl)=O)C)=O